COC=1C(=CC2=CNN=C2C1)C(=O)NC=1C(N(C=CC1)C)=O 6-methoxy-N-(1-methyl-2-oxo-1,2-dihydropyridin-3-yl)-2H-indazole-5-carboxamide